N6-Acetyl-2',3',5'-tri-O-acetyl-N6-propargyladenosine C(C)(=O)N(C=1C=2N=CN([C@H]3[C@H](OC(C)=O)[C@H](OC(C)=O)[C@@H](COC(C)=O)O3)C2N=CN1)CC#C